(5-phenyl-1H-pyrazol-3-yl)methoxylbenzonitrile C1(=CC=CC=C1)C1=CC(=NN1)COC1=C(C#N)C=CC=C1